N-(4-(cis-bicyclo[3.1.0]hexan-3-yloxy)-3,5-difluorophenyl)-2-(6-oxa-2-azaspiro[3.4]octan-2-yl)-5-(2,2,2-trifluoroethyl)oxazole-4-carboxamide C12CC(CC2C1)OC1=C(C=C(C=C1F)NC(=O)C=1N=C(OC1CC(F)(F)F)N1CC2(C1)COCC2)F